C(C)C=1C=C(OC)C=CC1 m-ethylphenoxymethane